C(C)OC(C[C@@H](C(C)C)O)=O (S)-3-hydroxy-4-methylpentanoic acid ethyl ester